CN1N=C(N=C1C1=CC=CC=C1)C=1C=C2CN(C(C2=CC1)=O)C1C(NC(CC1)=O)=O 3-[5-(1-Methyl-5-phenyl-1,2,4-triazol-3-yl)-1-oxo-isoindolin-2-yl]piperidine-2,6-dione